8-((5-Methyl-1-(2-(1-methyl-1H-pyrazol-4-yl)vinyl)-1H-indazol-6-yl)oxy)-5,6,7,8-tetrahydroquinoline-3-carbonitrile CC=1C=C2C=NN(C2=CC1OC1CCCC=2C=C(C=NC12)C#N)C=CC=1C=NN(C1)C